C[C@H](CCC(=O)NCC(=O)O)[C@H]1CC[C@@H]2[C@@]1(CC[C@H]3[C@H]2[C@@H]([C@@H]([C@H]4[C@@]3(CC[C@H](C4)O)C)O)O)C The molecule is a bile acid glycine conjugate having hyocholic acid as the bile acid component. It has a role as a human metabolite. It derives from a hyocholic acid. It is a conjugate acid of a glycohyocholate.